N(=[N+]=[N-])C=1C=C2CC(OC(C2=CC1)=O)(C)C 6-azido-3,3-dimethylisochroman-1-one